6-amino-4-chloropyrido[2,3-d]pyrimidin-7(8H)-one NC1=CC2=C(N=CN=C2Cl)NC1=O